3-[7-bromo-2-(2-morpholinoethyl)benzimidazol-1-yl]propan-1-amine BrC1=CC=CC2=C1N(C(=N2)CCN2CCOCC2)CCCN